3-(triethoxysilyl)propyl-Propan-1-amine C(C)O[Si](CCCC(CC)N)(OCC)OCC